FC(C=1C=CC(=C(C1)NC(=O)N1C[C@@](CC1)(C1=NC=NS1)C1=CC(=C(C=C1)C)F)C(NCCO)=O)F (S)-N-(5-(difluoromethyl)-2-((2-hydroxyethyl)carbamoyl)phenyl)-3-(3-fluoro-4-methylphenyl)-3-(1,2,4-thiadiazol-5-yl)pyrrolidine-1-carboxamide